ClC1=C(C=C(C=C1)C(O)C1=C(C=CC=C1C)C)[N+](=O)[O-] (4-chloro-3-nitrophenyl)(2,6-dimethylphenyl)methanol